O=C1NC(CCC1N1C(C2=CC=CC(=C2C1=O)NC1=C2C=NN(C2=CC=C1OC1=C(C=CC=C1C)F)C)=O)=O 2-(2,6-dioxo-3-piperidinyl)-4-[[5-(2-fluoro-6-methyl-phenoxy)-1-methyl-indazol-4-yl]amino]isoindoline-1,3-dione